2-(4-chlorophenoxy)-N-(3-{5-[(4-chlorophenoxy)methyl]-1,3,4-oxadiazol-2-yl}bicyclo[1.1.1]pentan-1-yl)acetamide ClC1=CC=C(OCC(=O)NC23CC(C2)(C3)C=3OC(=NN3)COC3=CC=C(C=C3)Cl)C=C1